P(=O)(OC(C)(C)C)(OC(C)(C)C)OCCN(CCN(C)C)C(CCC1=CC(=CC=C1)OCCCCCCCCCC)=O Di-tert-butyl 2-({3-[3-(decyloxy)phenyl]propanoyl} [2-(dimethylamino)ethyl]amino)ethyl phosphate